(E)-N-(4-(1-(6-(4-(3-((2-(2,6-dioxopiperidin-3-yl)-1,3-dioxoisoindolin-4-yl)thio)propyl)piperazin-1-yl)nicotinoyl)piperidin-4-yl)butyl)-3-(pyridin-3-yl)acrylamide O=C1NC(CCC1N1C(C2=CC=CC(=C2C1=O)SCCCN1CCN(CC1)C1=NC=C(C(=O)N2CCC(CC2)CCCCNC(\C=C\C=2C=NC=CC2)=O)C=C1)=O)=O